(R)-1-(2-(1-aminoethyl)-6-cyclopropylimidazo[1,2-a]pyridin-8-yl)pyrrolidin-2-one N[C@H](C)C=1N=C2N(C=C(C=C2N2C(CCC2)=O)C2CC2)C1